C(C1=CC=CC=C1)OC1CC(C1)(F)C=1SC=C(N1)C(F)(F)F 2-((1r,3r)-3-(benzyloxy)-1-fluorocyclobutyl)-4-(trifluoromethyl)thiazole